CC1OCC2(CO1)CC(CC(C2)C)(C)C 3,8,8,10-tetramethyl-2,4-dioxaspiro[5.5]undecane